1,1'-(pentane-1,5-diyl)bis(2,3,5-trimethylpyridin-1-ium) dihydroxide [OH-].[OH-].C(CCCC[N+]1=C(C(=CC(=C1)C)C)C)[N+]1=C(C(=CC(=C1)C)C)C